(R)-2-(4-cyclopropylphenyl)-N-(1-(1-(2,2,2-trifluoroethyl)-1H-pyrazolo[3,4-c]pyridin-5-yl)ethyl)acetamide C1(CC1)C1=CC=C(C=C1)CC(=O)N[C@H](C)C=1C=C2C(=CN1)N(N=C2)CC(F)(F)F